O1CCC(=CC1)C=1C=C(C2=N[C@@H]3CCC[C@@H]3N2C1)C(=O)N[C@H](C)C1=C(C(=CC=C1)C(F)(F)F)F (2S,6R)-11-(3,6-dihydro-2H-pyran-4-yl)-N-[(1R)-1-[2-fluoro-3-(trifluoromethyl)phenyl]ethyl]-1,7-diazatricyclo[6.4.0.02,6]dodeca-7,9,11-triene-9-carboxamide